N-{4-[(3S,5R)-3-amino-5-methylpiperidin-1-yl]-7-hydroxy-6,7-dihydro-5H-cyclopenta[b]pyridin-3-yl}-6-[2,6-difluoro-4-(1-hydroxy-1-methylethyl)phenyl]-5-fluoropyridine-2-carboxamide N[C@@H]1CN(C[C@@H](C1)C)C1=C2C(=NC=C1NC(=O)C1=NC(=C(C=C1)F)C1=C(C=C(C=C1F)C(C)(C)O)F)C(CC2)O